C(C)(=O)N1CC(CC1)C(=O)NCCCN(CCCCCCCC(=O)OCCC(CCCC)CCCC)CCCCCCCC(=O)OC(CCCCCCCC)CCCCCCCC 3-Butylheptyl 8-((3-(1-acetylpyrrolidine-3-carboxamido)propyl)(8-(heptadecan-9-yloxy)-8-oxooctyl)amino)octanoate